C[C@]1(C(C(CC1)=C)C)CC=O (R)-1,2-Dimethyl-3-methylenecyclopentylacetaldehyde